6-(2-allyl-6-(methylsulfinyl)-3-oxo-2,3-dihydro-1H-pyrazolo[3,4-d]pyrimidin-1-yl)pyridinecarbonitrile C(C=C)N1N(C2=NC(=NC=C2C1=O)S(=O)C)C1=CC=CC(=N1)C#N